2-[1-[2,6-difluoro-4-(2-propylsulfanyl-3-pyridyl)phenyl]-4-piperidyl]acetic acid FC1=C(C(=CC(=C1)C=1C(=NC=CC1)SCCC)F)N1CCC(CC1)CC(=O)O